NC=1N=C(C(=NC1)C(C)=O)N1CCC2(CC1)OC1=C([C@H]2N)C=CC=C1 (R)-1-(5-amino-3-(3-amino-3H-spiro[benzofuran-2,4'-Piperidin]-1'-yl)pyrazin-2-yl)ethanone